1-(trans-5-(2-isopropylphenoxy)octahydro-cyclopenta-[c]pyrrole-2-carbonyl)-1H-pyrazole-3-carboxylic acid C(C)(C)C1=C(OC2CC3C(CN(C3)C(=O)N3N=C(C=C3)C(=O)O)C2)C=CC=C1